tert-butyl (1R,5S)-3-(8-fluoro-7-(3-hydroxynaphthalen-1-yl)-2-(2-(1-methyl-1H-imidazol-2-yl)ethoxy)pyrido[4,3-d]pyrimidin-4-yl)-3,8-diazabicyclo[3.2.1]octane-8-carboxylate FC1=C(N=CC2=C1N=C(N=C2N2C[C@H]1CC[C@@H](C2)N1C(=O)OC(C)(C)C)OCCC=1N(C=CN1)C)C1=CC(=CC2=CC=CC=C12)O